NC1=NC=2C=CC(=CC2C2=C1CCC2)C(=O)OC methyl 4-amino-2,3-dihydro-1H-cyclopenta[C]quinoline-8-carboxylate